methyl-3-(4-chlorophenyl)-N-((4-fluorophenyl)sulfonyl)-4-phenyl-4,5-dihydro-1H-pyrazole CC1(C(=NN(C1)S(=O)(=O)C1=CC=C(C=C1)F)C1=CC=C(C=C1)Cl)C1=CC=CC=C1